[C@@H]12CNC[C@H]2C1CNC1=NN(C(=C1)C1=CC=C(C=C1)C)C1=CC=C(C#N)C=C1 4-[3-[[(1S,5R)-3-azabicyclo[3.1.0]hexan-6-yl]methylamino]-5-(4-methylphenyl)pyrazol-1-yl]benzonitrile